ClC1=C(C=CC(=C1)C(C)(C)O)[S@](=O)(N)=NC(NC1=C2CCCC2=C(C=2CCCC12)F)=O (S)-2-chloro-N'-(8-fluoro-1,2,3,5,6,7-hexahydro-s-indacen-4-ylcarbamoyl)-4-(2-hydroxypropan-2-yl)benzenesulfonimidamide